5,10,15,20-tetrakis(4-cyanophenyl)porphyrin C(#N)C1=CC=C(C=C1)C=1C2=CC=C(N2)C(=C2C=CC(C(=C3C=CC(=C(C=4C=CC1N4)C4=CC=C(C=C4)C#N)N3)C3=CC=C(C=C3)C#N)=N2)C2=CC=C(C=C2)C#N